C1(CCCC1)OC=1C=C(C=CC1OC1=CC=CC=C1)NC(=O)NC 1-[3-(cyclopentyloxy)-4-phenoxyphenyl]-3-methylurea